C1=CC(=CC=C1NC(=S)NN)F N-(4-fluorophenyl)hydrazinecarbothioamide